C(C=C)(=O)O.C(C=C)(=O)O.C(C)OC1=C(C(=C(C(=C1C(C1=C(C(=C(O)C(=C1OCC)OCC)OCC)OCC)(C)C)OCC)OCC)O)OCC octaethoxybisphenol A diacrylate